BrC1=C(CNCC(C)(C)C2=NC(=CC=C2[N+](=O)[O-])OC)C=C(C=C1)F N-(2-bromo-5-fluorobenzyl)-2-(6-methoxy-3-nitropyridin-2-yl)-2-methylpropan-1-amine